methyl-pyridine-2-carboxamide CC=1C(=NC=CC1)C(=O)N